Cl.N1C(=NC=C1)C1CCNCC1 4-(1H-imidazol-2-yl)piperidine hydrochloride